NC1=NC=CC=2N1C(=NC2C2CN(CC2)C(C=C)=O)C2=CC=C(C=C2)OC2=NC=CC=C2 1-(3-(5-amino-3-(4-(pyridin-2-yloxy)phenyl)imidazo[1,5-c]pyrimidin-1-yl)pyrrolidin-1-yl)prop-2-en-1-one